3-(1,4-dihydropyrazolo[4,3-d]pyrido[3,2-f][1,3]diazepin-5-yl)-2,4-difluorobenzonitrile N1N=CC=2NC(=NC3=C(C21)C=CC=N3)C=3C(=C(C#N)C=CC3F)F